spiro[fluorene-9,9'-xanthene]-4'-ylboronic acid C1=CC=C(C=2OC3=CC=CC=C3C3(C12)C1=CC=CC=C1C=1C=CC=CC13)B(O)O